(R)-N-(4-(3-((7-(methylsulfonyl)quinazolin-2-yl)amino)piperidine-1-carbonyl)phenyl)propionamide CS(=O)(=O)C1=CC=C2C=NC(=NC2=C1)N[C@H]1CN(CCC1)C(=O)C1=CC=C(C=C1)NC(CC)=O